ClC1=CC=C(C=C1)C(C)OC1=NN(C2=NN=C(C=C21)C=2C(NC(NC2)=O)=O)C 5-[3-[1-(4-chlorophenyl)ethoxy]-1-methyl-pyrazolo[3,4-c]pyridazin-5-yl]-1H-pyrimidine-2,4-dione